8-(4-Fluoro-2-methylphenyl)-9-(5-fluoro-4-((1-(3-fluoropropyl)azetidin-3-yliden)methyl)-2-methylphenyl)-6,7-dihydro-5H-benzo[7]annulen FC1=CC(=C(C=C1)C=1CCCC2=C(C1C1=C(C=C(C(=C1)F)C=C1CN(C1)CCCF)C)C=CC=C2)C